5-cyclopropyl-3-(oxetan-3-ylamino)pyridine-2-carboxylic acid C1(CC1)C=1C=C(C(=NC1)C(=O)O)NC1COC1